COC=1C=C2C(=CNC2=CC1)C[C@@H]1NCCC1 (R)-5-methoxy-3-(pyrrolidin-2-ylmethyl)-1H-indole